8-(5-(2-(dimethylamino)ethoxy)-2-fluorophenyl)-N-(6-(piperazin-1-yl)pyridin-3-yl)pyrido[3,4-d]pyrimidin-2-amine CN(CCOC=1C=CC(=C(C1)C1=NC=CC2=C1N=C(N=C2)NC=2C=NC(=CC2)N2CCNCC2)F)C